C1OOCCC1 2,3-dioxane